CC(=CCCC(=O)O)C.C(C)(=O)OC=CCCC Pentenyl acetate (3-methylbut-2-enyl acetate)